pyrazolo[1,2,3]triazine-2-oxide N1[N+](=NC=C2C1=CN=N2)[O-]